C(C)(C)(C)OC(=O)N1[C@H](C2=CC=CC=C2CC1)C1=CC=C(C=C1)F (S)-1-(4-fluorophenyl)-3,4-dihydroisoquinoline-2(1H)-carboxylic acid tert-butyl ester